COC=1C=C(C=CC1OC)C=1NC2=CC(=C(C=C2C1CC)C1=CCN(CC1)C(=O)OC(C)(C)C)OC tert-butyl 4-(2-(3,4-dimethoxyphenyl)-3-ethyl-6-methoxy-1H-indol-5-yl)-5,6-dihydropyridine-1(2H)-carboxylate